6-chloro-2-(difluoromethyl)-4,5-dimethyl-4,5-dihydro-2H-[1,2,3]triazolo[4,5-c][1,7]naphthyridine ClC1=NC=CC=2C=3C(C(N(C12)C)C)=NN(N3)C(F)F